(R)-(6,7-dichloro-9-(3-hydroxyprop-1-yn-1-yl)-1-methyl-1,3,4,5-tetrahydro-2H-pyrido[4,3-b]indol-2-yl)(5-methoxypyrimidin-2-yl)methanone ClC1=C(C=C(C=2C3=C(NC12)CCN([C@@H]3C)C(=O)C3=NC=C(C=N3)OC)C#CCO)Cl